trans-3-(hydroxymethyl)-1-methyl-N-(5-((4-(trifluoromethyl)benzyl)oxy)-1H-indol-3-yl)cyclobutane-1-carboxamide OCC1CC(C1)(C(=O)NC1=CNC2=CC=C(C=C12)OCC1=CC=C(C=C1)C(F)(F)F)C